(3,4-DIFLUOROPHENYL)ACETALDEHYDE FC=1C=C(C=CC1F)CC=O